BrCC(C(CCCCC(C(=O)OC)(C)C)(C)C1=CC(=CC=C1)Br)=O methyl 9-bromo-7-(3-bromophenyl)-2,2,7-trimethyl-8-oxononanoate